(E)-1-(2,4-Dihydroxy-6-methoxyphenyl)-3-(4-nitrophenyl)prop-2-en-1-one OC1=C(C(=CC(=C1)O)OC)C(\C=C\C1=CC=C(C=C1)[N+](=O)[O-])=O